N-Ethyl-4-((4-(2-methylthiazol-5-yl)-5-(trifluoromethyl)pyrimidin-2-yl)amino)piperidine-1-sulfonamide C(C)NS(=O)(=O)N1CCC(CC1)NC1=NC=C(C(=N1)C1=CN=C(S1)C)C(F)(F)F